C1(=CC=CC=C1)N1SC2=NC=CC=C2C1=O 2-phenylisothiazolo[5,4-b]pyridin-3(2H)-one